FC(C1=NC=CC=C1C(=O)NC1=C2C(CC(C2=CC=C1)(C)C)CC(C)C)F 2-difluoromethyl-N-(3-isobutyl-1,1-dimethyl-indan-4-yl)pyridine-3-carboxamide